2-(2-chloro-4-fluorophenyl)-4-[[phenylsulfonyl]oxy]-5-amino-3(2H)-furanone ClC1=C(C=CC(=C1)F)C1OC(=C(C1=O)OS(=O)(=O)C1=CC=CC=C1)N